CS(=O)(=O)C1=CC(=C(C=C1)[N+](=O)[O-])OCC(F)(F)F 4-(methylsulfonyl)-1-nitro-2-(2,2,2-trifluoroethoxy)benzene